N-(methanesulfonyl)benzenesulfonamide CS(=O)(=O)NS(=O)(=O)C1=CC=CC=C1